FC=1C=C(C=C(C1F)F)NC(=O)N1CC=2N(CC1)N=NC2C(=O)O 5-((3,4,5-Trifluorophenyl)carbamoyl)-4,5,6,7-tetrahydro-[1,2,3]triazolo[1,5-a]pyrazine-3-carboxylic acid